OCCN(CCO)CCC(=O)OCCCCO N,N-bis(2-hydroxyethyl)-2-(4-hydroxybutoxycarbonyl)ethylamine